(S)-1-bromo-3-(2,3-dimethylphenyl)butan-2-one BrCC([C@@H](C)C1=C(C(=CC=C1)C)C)=O